(S)-2-acetamido-4-methylpentanoic acid C(C)(=O)N[C@H](C(=O)O)CC(C)C